C(C#C)(=O)N[C@@H](CCC(=O)OC(C)(C)C)C(=O)OC 5-(tert-butyl) 1-methyl propioloyl-L-glutamate